[Cl-].C(CC)[N+](C)(C)CCCCCCCC propyl-n-octyldimethyl-ammonium chloride